N-[(1S)-2-(3-cyanophenyl)-1-(1H-imidazol-2-yl)ethyl]benzenesulfonamide C(#N)C=1C=C(C=CC1)C[C@@H](C=1NC=CN1)NS(=O)(=O)C1=CC=CC=C1